5-(bis(2-ethylhexyl)amino)-5-oxopentanoic acid C(C)C(CN(C(CCCC(=O)O)=O)CC(CCCC)CC)CCCC